6-chloro-3-[2-(dimethylamino)ethyl]-1H-indol-4-ol ClC=1C=C(C=2C(=CNC2C1)CCN(C)C)O